N-(5-(6-fluoro-3,4-dihydroisoquinolin-2(1H)-yl)-3-methylpyridin-2-yl)-3,3-dimethylbutyramide FC=1C=C2CCN(CC2=CC1)C=1C=C(C(=NC1)NC(CC(C)(C)C)=O)C